N-(1-cyanopyrrolidin-3-yl)-6-(3,4-dihydroisoquinolin-2(1H)-yl)picolinamide C(#N)N1CC(CC1)NC(C1=NC(=CC=C1)N1CC2=CC=CC=C2CC1)=O